[2-(3-chlorobenzyl)-8-methyl-4,5-dihydro-2H-furo[2,3-g]indazol-7-yl](morpholin-4-yl)methanone ClC=1C=C(CN2N=C3C4=C(CCC3=C2)OC(=C4C)C(=O)N4CCOCC4)C=CC1